FC1=C(C=C(C=C1)CC1=NNC(C2=C(C=CC=C12)C)=O)C1=CC2=C(NC(=N2)NC(OCC)=O)C=C1 Ethyl (5-(2-fluoro-5-((5-methyl-4-oxo-3,4-dihydrophthalazin-1-yl)methyl) phenyl)-1H-benzoimidazol-2-yl)carbamate